4-(dec-1,7-dien-4-yloxy)-3-ethoxybenzaldehyde C=CCC(CCC=CCC)OC1=C(C=C(C=O)C=C1)OCC